1-[2,3-Difluoro-4-(3,4,5-trifluorophenyl)phenyl]-4-(5-propyl-tetrahydropyran-2-yl)-cyclohexanol FC1=C(C=CC(=C1F)C1=CC(=C(C(=C1)F)F)F)C1(CCC(CC1)C1OCC(CC1)CCC)O